C(C)N1C[C@@H]2[C@H](CC1)CCN2C2=CC=C(N=N2)C2=C(C=CC=C2C)O 2-[6-[(3aR,7aS)-6-ethyl-3,3a,4,5,7,7a-hexahydro-2H-pyrrolo[2,3-c]pyridin-1-yl]pyridazin-3-yl]-3-methyl-phenol